bi-phenyl-4-ol C1(=CC=C(C=C1)O)C1=CC=CC=C1